FC1CN(CC1)CC=O 2-(3-fluoropyrrolidin-1-yl)ethanone